2,6-diamino-9-(1-(but-2-ynoyl)pyrrolidin-3-yl)-7-(4-phenoxyphenyl)-7,9-dihydro-8H-purin-8-one NC1=NC(=C2N(C(N(C2=N1)C1CN(CC1)C(C#CC)=O)=O)C1=CC=C(C=C1)OC1=CC=CC=C1)N